(1R,3S)-3-(5-amino-2H-pyrazol-3-yl)cyclopentyl 2,2-dimethylazetidine-1-carboxylate CC1(N(CC1)C(=O)O[C@H]1C[C@H](CC1)C=1NN=C(C1)N)C